(S)-4-amino-9-ethyl-9-hydroxy-1,9,12,15-tetrahydro-13H-pyrano[3',4':6,7]indolizino[1,2-b]thiopyrano[4,3,2-de]quinoline NC1=C2C=3C(=C4C(=NC3C=C1)C1=CC3=C(CN1C4)COC[C@]3(O)CC)CCS2